CC1=C(C(=O)P(CC(C)C)(C(C2=C(C=C(C=C2C)C)C)=O)=O)C(=CC(=C1)C)C bis(2,4,6-trimethyl-benzoyl)isobutyl-phosphine oxide